tert-butyl 3-((1-(N-(5-chloro-4-(cyclopentylmethoxy)-2-fluorobenzoyl)sulfamoyl)azetidin-3-yl)oxy)pyrrolidine-1-carboxylate ClC=1C(=CC(=C(C(=O)NS(=O)(=O)N2CC(C2)OC2CN(CC2)C(=O)OC(C)(C)C)C1)F)OCC1CCCC1